ClC1=C2C(=CC3(C2=CC=C1)CCCCC3)C (S)-4'-chloro-3'-methylspiro[cyclohexane-1,1'-indene]